3-(5-Acetylthiophen-2-yl)-3-(3-{[(R)-4-ethyl-1,1-dioxido-3,4-dihydro-2H-pyrido[4,3-b][1,4,5]Oxathiazepine-2-yl]Methyl}-4-methylphenyl)-2,2-dimethylpropionic acid C(C)(=O)C1=CC=C(S1)C(C(C(=O)O)(C)C)C1=CC(=C(C=C1)C)CN1S(C2=C(O[C@@H](C1)CC)C=CN=C2)(=O)=O